tert-butyl (2,2-difluoro-1-formylcyclopropyl)carbamate FC1(C(C1)(C=O)NC(OC(C)(C)C)=O)F